BrC1=C(C=C(C=C1)Br)C(S(=O)(=O)C1=CC=C(C)C=C1)[N+]#[C-] 1-(2,5-DIBROMOPHENYL)-1-TOSYLMETHYL ISOCYANIDE